N[C@H]1COCC[C@@H]1CO ((3R,4S)-3-aminotetrahydro-2H-pyran-4-yl)methanol